C(=O)C1CC1 1-formylcyclopropane